4,7-Dioxadecane-1,10-diamine C(CCOCCOCCCN)N